2-((2-(3-(((3-amino-6-methoxypyridin-2-yl)methyl)(tert-butoxycarbonyl)amino)propyl)-4-fluorophenyl)amino)-5-(trifluoromethyl)-benzoic acid NC=1C(=NC(=CC1)OC)CN(CCCC1=C(C=CC(=C1)F)NC1=C(C(=O)O)C=C(C=C1)C(F)(F)F)C(=O)OC(C)(C)C